6-(2,6-Dichloro-4-nitrophenoxy)-2-(thiazol-2-yl)-3,4-dihydroisoquinolin-1(2H)-one ClC1=C(OC=2C=C3CCN(C(C3=CC2)=O)C=2SC=CN2)C(=CC(=C1)[N+](=O)[O-])Cl